4-amino-N-cyclopropyl-N-(1-(4-(trifluoromethyl)phenyl)ethyl)imidazo[1,5-a]pyrido[3,4-e]pyrazine-8-carboxamide NC=1C=2N(C3=C(N1)C=NC(=C3)C(=O)N(C(C)C3=CC=C(C=C3)C(F)(F)F)C3CC3)C=NC2